[8-(2-chlorophenyl)-9-(4-chlorophenyl)-2-[dimethylphosphorylmethyl-(methyl)amino]purin-6-yl]-4-methyl-piperidine-4-carboxamide ClC1=C(C=CC=C1)C=1N(C2=NC(=NC(=C2N1)N1CCC(CC1)(C(=O)N)C)N(C)CP(=O)(C)C)C1=CC=C(C=C1)Cl